(R)-3-(3-fluoro-4-methylphenyl)-N-(2-methoxy-5-(methylsulfonyl)phenyl)-3-(1,2,4-thiadiazol-5-yl)pyrrolidine-1-carboxamide FC=1C=C(C=CC1C)[C@]1(CN(CC1)C(=O)NC1=C(C=CC(=C1)S(=O)(=O)C)OC)C1=NC=NS1